(S)-5-(2-fluorobenzyl)-N-(7-(3-hydroxy-3-methylbut-1-yn-1-yl)-5-methyl-4-oxo-2,3,4,5-tetrahydrobenzo[b][1,4]oxazepin-3-yl)-1H-1,2,4-triazole-3-carboxamide FC1=C(CC2=NC(=NN2)C(=O)N[C@@H]2C(N(C3=C(OC2)C=CC(=C3)C#CC(C)(C)O)C)=O)C=CC=C1